6-(2-bromoethoxy)-1-(2-hydroxyethyl)-1,2,3,4-tetrahydro-1,8-naphthyridin-2-one BrCCOC=1C=C2CCC(N(C2=NC1)CCO)=O